2-(1-((4-((2-fluorophenyl)ethynyl)benzamido)methyl)cyclohexyl)acetic Acid FC1=C(C=CC=C1)C#CC1=CC=C(C(=O)NCC2(CCCCC2)CC(=O)O)C=C1